2-Methyl-2-propanyl 9-[4-(difluoromethoxy)-2-fluorobenzyl]-5,6,8,9-tetrahydro-7H-pyrido[4',3':4,5]pyrrolo[2,3-b]Pyridine-7-carboxylate FC(OC1=CC(=C(CN2C3=C(C=4C2=NC=CC4)CCN(C3)C(=O)OC(C)(C)C)C=C1)F)F